N1-methylethane-1,2-diaminium C[NH2+]CC[NH3+]